[Cl-].Cl[C@@H]([N+]1=CC=CC=C1)C1=CC=C(C=C1)C (R)-1-(chloro(p-tolyl)methyl)pyridin-1-ium chloride